FC1=CC=C(C=C1)N1N=C(CC1=O)C 2-(4-fluorophenyl)-5-methyl-4H-pyrazol-3-one